FC1=CC=C(CC=2C=C3C(=NC2)C2(C(N3)=O)CCOCC2)C=C1 6'-(4-fluorobenzyl)-2,3,5,6-tetrahydrospiro[pyran-4,3'-pyrrolo[3,2-b]pyridin]-2'(1'H)-one